[Cl-].[Cl-].C1(=CC=CC=C1)[SiH](C1=CC=CC=C1)[Hf+2](C1C(=CC=C1)C)C1C(=CC=C1)C diphenylsilylbis(2-methylcyclopentadienyl)hafnium dichloride